OC[C@@H](C1=NC=CC=C1)NC(=O)C1=CC2=CC=CC(=C2C=C1)C1=CC=C(C=C1)C(F)(F)F N-[(1R)-2-hydroxy-1-(2-pyridyl)ethyl]-5-[4-(trifluoromethyl)phenyl]naphthalene-2-carboxamide